C([2H])([2H])([2H])NC=1N=CC(=C2C=C(N=CC12)C1(CC1)C(=O)N)C1=NN2C(C=CC(=C2)C)=N1 (8-((methyl-d3)amino)-5-(6-methyl-[1,2,4]triazolo[1,5-a]pyridin-2-yl)-2,7-naphthyridin-3-yl)cyclopropanecarboxamide